6-chloro-7-(1-methylimidazol-2-yl)-1H-indole-3-sulfonyl chloride ClC1=CC=C2C(=CNC2=C1C=1N(C=CN1)C)S(=O)(=O)Cl